O[C@]1(C(N(C2=CC=CC=C12)C=1C=NC=C(C=O)C1)=O)C (R)-5-(3-hydroxy-3-methyl-2-oxoindolin-1-yl)nicotinaldehyde